OCCC/C(=C(/C=1C=C2CCN(C2=CC1)CCN1CCCC1)\C1=CC=C(C=C1)O)/C1=CC=CC=C1 (Z)-4-(5-hydroxy-2-phenyl-1-(1-(2-(pyrrolidin-1-yl)ethyl)indolin-5-yl)pent-1-en-1-yl)phenol